4-[(4-Chlorobenzyl)-(2,2-difluoroethyl)-amino]-furan-2(5H)-one ClC1=CC=C(CN(C2=CC(OC2)=O)CC(F)F)C=C1